C(C(C)C)N1C=C(C2=CC=C(C=C12)C#N)C(=O)NC=1C=C(C(=O)O)C=CC1 3-(1-isobutyl-6-cyano-1H-indole-3-carboxamido)benzoic acid